2-(4-(4-(2,6-dioxopiperidin-3-yl)-3,5-difluorophenyl)piperidin-1-yl)thiazole-5-carbaldehyde O=C1NC(CCC1C1=C(C=C(C=C1F)C1CCN(CC1)C=1SC(=CN1)C=O)F)=O